N-((7-(5-(difluoromethyl)-1,3,4-oxadiazol-2-yl)imidazo[1,2-a]pyridin-2-yl)methyl)-N-(3-fluorophenyl)piperazine-1-sulfonamide FC(C1=NN=C(O1)C1=CC=2N(C=C1)C=C(N2)CN(S(=O)(=O)N2CCNCC2)C2=CC(=CC=C2)F)F